(4-bromophenyl)(3-methoxy-4-phenethyloxyphenyl)methanone gallium-indium-silver [Ag].[In].[Ga].BrC1=CC=C(C=C1)C(=O)C1=CC(=C(C=C1)OCCC1=CC=CC=C1)OC